BrN1NN(C=C1CC=1N=C2N(C=C(C=C2)C(F)F)C1)C 2-((3-bromo-1-methyl-1H-1,2,3-triazol-4-yl)methyl)-6-(difluoromethyl)imidazo[1,2-a]pyridine